methyl-2-(2-(4-fluorophenyl)butanamido)-5-carbamoyl-4-methylthiophene CC1=C(SC(=C1C)C(N)=O)NC(C(CC)C1=CC=C(C=C1)F)=O